ClC=1C=C(C=C(C1)Cl)C=1N=CC=C2C(=C(C=NC12)C(=O)N[C@H]1CCOC2=CC(=CC=C12)C)N(C)C 8-(3,5-dichlorophenyl)-4-(dimethylamino)-N-[(4S)-7-methylchroman-4-yl]-1,7-naphthyridine-3-carboxamide